tert-butyl (3S,4S)-3-(2-chlorophenyl)-4-(4-fluoro-4-(((R,Z)-4-(methylsulfonyl)but-3-en-2-yl)carbamoyl)piperidine-1-carbonyl)pyrrolidine-1-carboxylate ClC1=C(C=CC=C1)[C@H]1CN(C[C@H]1C(=O)N1CCC(CC1)(C(N[C@H](C)\C=C/S(=O)(=O)C)=O)F)C(=O)OC(C)(C)C